CC1=CC=C(C=C1)S(=O)(=O)[O-].[Sn+4].CC1=CC=C(C=C1)S(=O)(=O)[O-].CC1=CC=C(C=C1)S(=O)(=O)[O-].CC1=CC=C(C=C1)S(=O)(=O)[O-] tin p-toluenesulfonate